C(CC(=O)OCCCCCCCC)(=O)OCC(COC(CC(CCCCC)CCCCC)=O)(COC(CC(CCCCC)CCCCC)=O)COC(CCCN(C)C)=O 2-({[4-(Dimethylamino)butanoyl]oxy}methyl)-3-[(3-pentyloctanoyl)oxy]-2-{[(3-pentyloctanoyl)oxy]methyl}propyl octyl propanedioate